OC1=CC=C(C=C(C(=O)[O-])C(=O)[O-])C=C1 4-HYDROXYBENZYLIDENMALONAT